CC1(CC23CCCC(C2(CC1)O3)(C)C)O (+-)-4A,8A-EPOXY-PERHYDRO-2,5,5-TRIMETHYL-2-NAPHTHALENOL